N-(3-(4-(4-(8-bromoquinoxalin-2-yl)-1H-pyrazol-1-yl)piperidin-1-yl)-3-oxopropyl)-2-((2-(2,6-dioxopiperidin-3-yl)-1-oxoisoindolin-5-yl)oxy)acetamide BrC=1C=CC=C2N=CC(=NC12)C=1C=NN(C1)C1CCN(CC1)C(CCNC(COC=1C=C2CN(C(C2=CC1)=O)C1C(NC(CC1)=O)=O)=O)=O